C(C)(C)C(CCC(CCOC)C)SC(CC(=O)C1C(C=CCC1(C)C)C)C 3-(1-Isopropyl-6-methoxy-4-methyl-hexyl)sulfanyl-1-(2,6,6-trimethylcyclohex-3-en-1-yl)butan-1-one